C1(=CC=CC=C1)C(CCC(=O)OC)C1=CC=CC=C1 methyl 4,4-diphenylbutyrate